FC(OC1=CC=C(C=C1)C1(CC1)C(=O)N1[C@@H](CCC1)C(=O)NNCC(=O)N)(F)F 2-[2-[(2S)-1-[1-[4-(Trifluoromethoxy)phenyl]cyclopropanecarbonyl]pyrrolidine-2-carbonyl]hydrazino]acetamide